FC1=CC=C(C=C1)N1C(=CC2=C3C(C=C(N=C13)C(F)(F)F)=CC=C2)C(F)(F)F 1-(4-fluorophenyl)-2,8-bis(trifluoromethyl)-1H-benzo[de][1,8]naphthyridine